BrN1N(CC(C1C(F)F)(C(=O)NC1=C2C(CC(C2=CC=C1)(C)C)C)F)C 2-bromo-4-fluoro-(difluoromethyl)-1-methyl-N-[1,1,3-trimethylindan-4-yl]pyrazole-4-carboxamide